Dodec-9-en CCCCCCCCC=CCC